(2R,5S)-2-[3-(4-chlorophenyl)phenyl]-5-[(cyclopropylamino)methyl]-1,4-thiazepan-3-one ClC1=CC=C(C=C1)C=1C=C(C=CC1)[C@H]1SCC[C@H](NC1=O)CNC1CC1